C1(CCCC1)C1(NC(=NC=C1NC(C)CC)C=1C=NC=CC1)N 4-cyclopentyl-2-(3-pyridinyl)-N5-Sec-butylpyrimidine-4,5-diamine